2-methyl-5-(4,4,5,5-tetramethyl-1,3,2-dioxaborolan-2-yl)-2H-pyrazolo[3,4-b]pyridine CN1N=C2N=CC(=CC2=C1)B1OC(C(O1)(C)C)(C)C